FC=1C=CC2=C(C(N3[C@@H](CO2)C[C@@H](C3)OC3=NC=C2CCC(NC2=C3)=O)=O)C1OC(C)C (2S,11aR)-7-fluoro-6-isopropoxy-2-((2-oxo-1,2,3,4-tetrahydro-1,6-naphthyridin-7-yl)oxy)-2,3,11,11a-tetrahydro-1H,5H-benzo[f]pyrrolo[2,1-c][1,4]oxazepin-5-one